BrC=1C=C(C(=CC1)C1=CC=C(C=C1)Br)N 4,4'-dibromo-[1,1'-biphenyl]-2-amine